C(CO)(=O)OCC(COC(CO)=O)(COC(CO)=O)COC(CO)=O pentaerythritol tetraglycolate